Tetrahydrofuran-3-yl(8-amino-6-(7-cyano-4-methyl-5,6,7,8-tetrahydro-1,5-naphthyridin-3-yl)-7-fluoroisoquinolin-3-yl)carbamate O1CC(CC1)OC(NC=1N=CC2=C(C(=C(C=C2C1)C=1C=NC=2CC(CNC2C1C)C#N)F)N)=O